1-(4-fluorobenzyl)N3-methyl-N5-((1S,2S)-2-methylcyclopropyl)-2-oxo-1,2-dihydropyridine-3,5-dicarboxamide FC1=CC=C(CN2C(C(=CC(=C2)C(=O)N[C@@H]2[C@H](C2)C)C(=O)NC)=O)C=C1